BrC=1C(N(C=C(N1)Br)CC(=O)OC(C)(C)C)=O tert-butyl 2-(3,5-dibromo-2-oxopyrazin-1(2H)-yl)acetate